(R)-N-(2-chloro-4-(trifluoromethyl)phenyl)-2-(5-ethyl-6-(3-methylpiperazin-1-yl)-7-oxo-2-(pyridin-3-yl)-[1,2,4]triazolo[1,5-a]pyrimidine-4(7H)-yl)acetamide ClC1=C(C=CC(=C1)C(F)(F)F)NC(CN1C=2N(C(C(=C1CC)N1C[C@H](NCC1)C)=O)N=C(N2)C=2C=NC=CC2)=O